C(CCC)C=1C=C2C(=CC(=NC2=CC1)N1C(CCC1)C(=O)O)C1=CC=CC=C1 1-(6-butyl-4-phenylquinolin-2-yl)pyrrolidine-2-carboxylic acid